C(C)(C)NC(O[C@H]1C[C@H](CC1)C1=NN(C(=C1)NC(=O)C=1C=NN(C1)CCOCCO)C(C)(C)C)=O (1R,3S)-3-(1-(tert-butyl)-5-(1-(2-(2-hydroxyethoxy)ethyl)-1H-pyrazole-4-carboxamido)-1H-pyrazol-3-yl)cyclopentyl isopropylcarbamate